ClC1=CC=C(C=C1)C1=NC(=NC(=N1)C1=CC=CC=C1)C1=CC=C(C=C1)C=1C=NC=CC1 (4-chlorophenyl)-4-phenyl-6-(4-(pyridin-3-yl)phenyl)-1,3,5-triazine